C(C)(C)(C)OC(=O)N(CC#CC1=CC(=C(OCCCC2=C(N=C(S2)NCC(CO[Si](C)(C)C(C)(C)C)N2CCOCC2)C(=O)OC)C=C1)F)C Methyl 5-[3-[4-[3-[tert-butoxycarbonyl(methyl)amino]prop-1-ynyl]-2-fluoro-phenoxy]propyl]-2-[[3-[tert-butyl(dimethyl)silyl]oxy-2-morpholino-propyl]amino]thiazole-4-carboxylate